1-(3-bromophenyl)-N-ethylmethanesulfonamide BrC=1C=C(C=CC1)CS(=O)(=O)NCC